C(C)(=O)O.C(C1=CC=CC=C1)(=O)OC1=C(C=C(C=C1)CCNC(CNC)=O)OC(C1=CC=CC=C1)=O 4-(2-(2-(methylamino) acetamido) ethyl)-1,2-phenylene dibenzoate acetate